C([O-])[O-].[Sm+3].C([O-])[O-].C([O-])[O-].[Sm+3] samarium carbonite